(2R)-2-fluoropropionic acid F[C@@H](C(=O)O)C